C(C)(C)(C)[S@](=O)N=C(C(=O)OC(C)C)C1=C(C=C(C=C1)OC)F isopropyl (S)-2-((tert-butyl sulfinyl)imino)-2-(2-fluoro-4-methoxyphenyl)acetate